C(C)N([C@@]1(CN(CC1)C1=NN(C2=C1C=NC(=C2)NC(C)=O)C2=NC(=NC(=C2)CC)C(C)(F)F)C)CC (S)-N-(3-(3-(diethylamino)-3-methylpyrrolidin-1-yl)-1-(2-(1,1-difluoroethyl)-6-ethylpyrimidin-4-yl)-1H-pyrazolo[4,3-c]pyridin-6-yl)acetamide